C(C1=CC=CC=C1)OC(=O)N[C@H](C(=O)O)CC12CC(C1)(C2)C2=CC=C(C=C2)C(=O)OC(C)(C)C (S)-2-(((benzyloxy)carbonyl)amino)-3-(3-(4-(tert-butoxycarbonyl)phenyl)bicyclo[1.1.1]pentan-1-yl)propanoic acid